C(CCCCCCCCCCCCCCCCCCCCC)(=O)OCCCCOC(CCCCCCCCCCCCCCCCCCCCC)=O butylene glycol dibehenate